C1=CC=C2C(=C1)C(=O)C3=CC=CC=C3C2=O anthracenequinone